C(C1=CC=CC=C1)OCCN1N=CC(=C1O)C1=NC(=CC(=C1)Br)C 1-(2-(benzyloxy)ethyl)-4-(4-bromo-6-methylpyridin-2-yl)-1H-pyrazol-5-ol